C1(CC1)C1C(NC=2C(=CC=C3C=C(N1C32)C3=NC2=C(N3C)C(=CC(=C2)C(=O)OC)F)S(=O)(=O)C)=O methyl 2-(11-cyclopropyl-7-methylsulfonyl-10-oxo-1,9-diazatricyclo[6.3.1.04,12]dodeca-2,4,6,8(12)-tetraen-2-yl)-7-fluoro-1-methyl-benzimidazole-5-carboxylate